COC1=CC=2N=C(N=C(C2N=C1)N1CCOCC1)N1N=C(C=C1)C=1C=C(C=CC1)C 4-(7-methoxy-2-(3-m-tolyl-1H-pyrazol-1-yl)pyrido[3,2-d]pyrimidin-4-yl)morpholine